2-bromonaphthalen-1-amine BrC1=C(C2=CC=CC=C2C=C1)N